mono(trimethylsilyl) phosphate P(=O)(O[Si](C)(C)C)([O-])[O-]